N1=CC(=CC=C1)C=1C(=C(C#N)C(=C(C1N1C2=C(C=3C=CC=CC13)N=CC=C2)N2C1=C(C=3C=CC=CC23)N=CC=C1)N1C2=C(C=3C=CC=CC13)N=CC=C2)N2C1=C(C=3C=CC=CC23)N=CC=C1 3-(pyridin-3-yl)-2,4,5,6-tetrakis(5H-pyrido[3,2-b]indol-5-yl)benzonitrile